ClC1=NC2=C(N1)C=CC=C2C(F)(F)F 2-chloro-4-(trifluoromethyl)-1H-benzo[d]imidazole